3-(1-methyl-1H-pyrazol-4-yl)-6-(1-(6-(piperazin-1-yl)-1H-imidazo[4,5-b]pyrazin-1-yl)ethyl)quinoline CN1N=CC(=C1)C=1C=NC2=CC=C(C=C2C1)C(C)N1C=NC=2C1=NC(=CN2)N2CCNCC2